C1([C@H](O)[C@@H](O)[C@@H](O)[C@H](O1)CO)[C@@]1(C(O)(O[C@@H]([C@H]([C@@H]1O)O[C@H]1[C@H](O)[C@@H](O)[C@@H](O)[C@H](O1)CO)CO)C1[C@H](NC(C)=O)[C@@H](O)[C@@H](O)[C@H](O1)CO)O galactosyl-N-acetyl-galactosaminyl-lactose